CC=1C(=NC(=CC1)C(F)(F)F)C1=CC=C(C=C1)CO [4-[3-methyl-6-(trifluoromethyl)-2-pyridyl]phenyl]methanol